4-((2-((7,7-dimethyl-5,6,7,8-tetrahydroindolizine-8-yl)amino)-3,4-dioxocyclobut-1-en-1-yl)amino)-3-hydroxy-N,N-dimethylpicolinamide CC1(CCN2C=CC=C2C1NC1=C(C(C1=O)=O)NC1=C(C(=NC=C1)C(=O)N(C)C)O)C